N1N=CC(=C1)C=1C=NC2=CC=C(C=C2N1)C(=O)C=1C=C(C=CC1)NC(=O)NC1=CC(=C(C=C1)F)Cl 1-(3-(3-(1H-pyrazol-4-yl)quinoxaline-6-carbonyl)phenyl)-3-(3-chloro-4-fluorophenyl)urea